8-fluoro-4-(tetrahydro-2H-pyran-4-yl)-4,11-dihydro-5H-3,4,10,11-tetraazadibenzo[cd,h]azulen-5-one FC=1C=NNC=2C1C=CC1=C3C(C=CC23)=NN(C1=O)C1CCOCC1